[Co].[Ni].[Al].[Fe] iron-aluminum-nickel-cobalt